O=C1OC(C2=CC=CC=C12)N1C(=CC2=CC=CC=C12)C1=CC=C(C#N)C=C1 4-(1-(3-oxo-1,3-dihydroisobenzofuran-1-yl)-1H-indol-2-yl)benzonitrile